C(CCC(=O)O)(=O)O.C(CC(O)(C(=O)O)CC(=O)O)(=O)O citric acid succinate